N1N=CC(=C1)C1=CN=C2C(=N1)N(C=N2)C(C)C=2C=C1C=CC=NC1=CC2F 6-(1-(6-(1H-pyrazol-4-yl)-1H-imidazo[4,5-b]pyrazin-1-yl)ethyl)-7-fluoroquinoline